NCCCOC[C@@H]1CN(CCO1)C(=O)OC(C)(C)C tert-butyl (2S)-2-(3-aminopropoxymethyl)morpholine-4-carboxylate